BrC1=CC(=C(C(=C1)C)N1C(N=C(C2=C1N=C(C(=C2)Cl)Cl)N2[C@H](CN(CC2)C(=O)OC(C)(C)C)C)=O)C(C)C tert-Butyl (S)-4-(1-(4-bromo-2-isopropyl-6-methylphenyl)-6,7-dichloro-2-oxo-1,2-dihydropyrido[2,3-d]pyrimidin-4-yl)-3-methylpiperazine-1-carboxylate